N-(1-(7-Methoxyisoquinolin-5-yl)cyclopropyl)-2-methyl-5-((1-methylazetidin-2-yl)methoxy)benzamide COC1=CC(=C2C=CN=CC2=C1)C1(CC1)NC(C1=C(C=CC(=C1)OCC1N(CC1)C)C)=O